C(C)(C)(C)OC(N[C@H]1CN(C[C@H](C1)C)C1=C(C(=C(C=C1)C#N)N)N)=O [(3R,5S)-1-(2,3-Diamino-4-cyano-phenyl)-5-methyl-piperidin-3-yl]-carbamic acid tert-butyl ester